ClC=1C(=CC2=C(CC(O2)C=2C=C(C=CC2)C2=NN=NN2)C1)C 5-(3-(5-chloro-6-methyl-2,3-dihydrobenzofuran-2-yl)phenyl)-1H-tetrazole